[Cl-].C(CCCCCCCCCCC)C=1N=C(NC1)C dodecyl-methyl-imidazole chloride salt